C1(=CC=CC=C1)CCCCN1C2CC2CC1 N-(4-phenylbutyl)-2-azabicyclo[3.1.0]hexane